O=C1NC(CCC1N1C(C2=CC=C(C=C2C1)CNC(C(C1=CC=C(C=C1)C(C)(C)F)(F)F)=O)=O)=O N-((2-(2,6-dioxopiperidin-3-yl)-1-oxoisoindolin-5-yl)methyl)-2,2-difluoro-2-(4-(2-fluoropropan-2-yl)phenyl)acetamide